(S)-2-(4-(7-(8-chloronaphthalen-1-yl)-2-((1-(4-methylpiperazin-1-yl)cyclopropyl)methoxy)-5,6,7,8-tetrahydropyrido[3,4-d]pyrimidin-4-yl)-1-propynylpiperazin-2-yl)acetonitrile ClC=1C=CC=C2C=CC=C(C12)N1CC=2N=C(N=C(C2CC1)N1C[C@@H](N(CC1)C#CC)CC#N)OCC1(CC1)N1CCN(CC1)C